FC=1C=C(/C=C/C2=NC=C3N2CCN(C3)C(=O)OC(C)(C)C)C=C(C1)F tert-butyl (E)-3-(3,5-difluorostyryl)-5,6-dihydroimidazo[1,5-a]pyrazine-7(8H)-carboxylate